CC(CCC(=O)[C@@]1(OC1)C)C (S)-4-methyl-1-((R)-2-methyl-oxiran-2-yl)-1-oxopentan